FC(C=1N=C(N(N1)C1=NC=C(C=C1)C(=O)N1CCOCC1)C(C)N1C(C2=CC=CC=C2C1=O)=O)F 2-[1-[5-(Difluoromethyl)-2-[5-(morpholine-4-carbonyl)-2-pyridyl]-1,2,4-triazol-3-yl]ethyl]isoindoline-1,3-dione